OC=1C=C(C=CC1)C#CCN1C(N(C(C=2N3C(=NC12)S(CC3)(=O)=O)=O)C)=O 1-(3-(3-hydroxyphenyl)prop-2-yn-1-yl)-3-methyl-6,7-dihydrothiazolo[2,3-f]purin-2,4(1H,3H)-dione 8,8-dioxide